(S)-(-)-3-hydroxybutyric acid ethyl ester C(C)OC(C[C@H](C)O)=O